C(C1=CC=CC=C1)OCC(=O)N1CC(C1)OC1=CC=C(C=C1)N1C(CCC1)C=1N=CSC1 4-(1-(4-((1-(2-(benzyloxy)acetyl)azetidin-3-yl)oxy)phenyl)pyrrolidin-2-yl)thiazol